N-[5-[5-[[(1S,5R)-9-acetyl-3-oxa-9-azabicyclo[3.3.1]nonan-7-yl]oxy]-2-methyl-4-pyridyl]pyrazolo[1,5-a]pyridin-2-yl]cyclopropanecarboxamide C(C)(=O)N1[C@@H]2COC[C@H]1CC(C2)OC=2C(=CC(=NC2)C)C2=CC=1N(C=C2)N=C(C1)NC(=O)C1CC1